C(C1=CC=CC=C1)N1CC2(CNC2)[C@@H](C1)C(=O)N[C@@H]([C@H](OCC1CCCCC1)C)C(=O)OC methyl N-((S)-6-benzyl-2,6-diazaspiro[3.4]octane-8-carbonyl)-O-(cyclohexylmethyl)-L-threoninate